tert-butyl 2,2,3,3,5,5,6,6-octadeuteriopiperazine-1-carboxylate [2H]C1(N(C(C(NC1([2H])[2H])([2H])[2H])([2H])[2H])C(=O)OC(C)(C)C)[2H]